(S)-3,3-diphenyl-1-methylpyrrolidine C1(=CC=CC=C1)C1(CN(CC1)C)C1=CC=CC=C1